ethyl 5-((4-(tert-butyl) benzyl) thio)-2-chloropyrimidine-4-carboxylate C(C)(C)(C)C1=CC=C(CSC=2C(=NC(=NC2)Cl)C(=O)OCC)C=C1